5-methoxy-8-phenylpyrido[3,4-b]pyrazin-3-amine COC1=NC=C(C=2C1=NC(=CN2)N)C2=CC=CC=C2